ClC=1C=C2C(=NC(=NC2=C(C1C1=CC=C(C2=C1N=C(S2)N)F)F)OC[C@]21CCCN1C[C@@H](C2)F)N2CCN(CCC2)S(=O)(=O)C 4-(6-chloro-8-fluoro-2-(((2R,7aS)-2-fluorotetra-hydro-1H-pyrrolizin-7a(5H)-yl)methoxy)-4-(4-(methylsulfonyl)-1,4-diazepan-1-yl)quinazolin-7-yl)-7-fluorobenzo[d]thiazol-2-amine